C12(CC3CC(CC(C1)C3)C2)CN2N=CC(=C2C)C=2C=NC(=CC2)N2CCCC3=C2N=NC(=C3C)NC=3SC2=C(N3)C=CC=C2 3-{1-[(Adamantan-1-yl)methyl]-5-methyl-1H-pyrazol-4-yl}-6-{3-[(1,3-benzothiazol-2-yl)amino]-4-methyl-5H,6H,7H,8H-pyrido[2,3-c]pyridazin-8-yl}pyridin